tert-butyl 4-(4-formyl-6-methylpyrimidin-2-yl)piperazine-1-carboxylate C(=O)C1=NC(=NC(=C1)C)N1CCN(CC1)C(=O)OC(C)(C)C